Tert-butyl 8-(6-(aminomethyl)pyridin-2-yl)-2-oxa-5,8-diazaspiro[3.5]nonane-5-carboxylate NCC1=CC=CC(=N1)N1CCN(C2(COC2)C1)C(=O)OC(C)(C)C